1-(4-(5-(trifluoromethyl)-1,2,4-oxadiazol-3-yl)phenyl)-2-((3-(trifluoromethyl)phenyl)sulfonyl)ethan-1-one FC(C1=NC(=NO1)C1=CC=C(C=C1)C(CS(=O)(=O)C1=CC(=CC=C1)C(F)(F)F)=O)(F)F